methyl cis-2-(((1-(3-chlorophenyl)piperidin-4-yl)oxy)methyl)-3-((methylsulfonyl)amino)piperidine-1-carboxylate ClC=1C=C(C=CC1)N1CCC(CC1)OC[C@@H]1N(CCC[C@@H]1NS(=O)(=O)C)C(=O)OC